C(C)OC1=C(C=CC(=N1)[C@@H](CS(=O)(=O)C)N1C(C=2C(C1=O)=CSC2[N+](=O)[O-])=O)OC (S)-5-(1-(6-ethoxy-5-methoxypyridin-2-yl)-2-(methylsulfonyl)ethyl)-1-nitro-4H-thieno[3,4-c]pyrrol-4,6(5H)-dione